tert-butyl 4-ethyl-3,5-dimethyl-2-pyrrolecarboxylate C(C)C=1C(=C(NC1C)C(=O)OC(C)(C)C)C